COC(C1=CC(=CC=C1)S(N(COC)C1=NC(=CC(=N1)C1=C(C=CC=C1C)C)C1(CC1)CCN1C(C2=CC=CC=C2C1=O)=O)(=O)=O)=O.ClC=1C=CC(=C2C=CNC12)C=1C=NN(C1)C1OCCCC1 7-chloro-4-[1-(oxan-2-yl)pyrazol-4-yl]-1H-indole Methyl-3-[[4-(2,6-dimethylphenyl)-6-[1-[2-(1,3-dioxoisoindolin-2-yl)ethyl]cyclopropyl]pyrimidin-2-yl]-(methoxymethyl)sulfamoyl]benzoate